[N+](=O)([O-])C1=CC=C(C=C1)C\C(\C(=O)O)=N/OC1OCCCC1 (E)-3-(4-nitrophenyl)-2-(((tetrahydro-2H-pyran-2-yl)oxy)imino)propionic acid